6-(aminomethyl)-5-methylisoquinolin-1-amine NCC=1C(=C2C=CN=C(C2=CC1)N)C